C(C1=CC=CC=C1)OC(=O)N1CCC2(CC(CO2)N)CC1 3-amino-1-oxa-8-azaspiro[4.5]Decane-8-carboxylic acid (S)-benzyl ester